2-[1-(cyclopropylmethyl)-6-[difluoromethyl-(methylsulfonyl)amino]pyrrolo[2,3-b]pyridin-2-yl]-5-methoxy-3-methylimidazo[1,2-a]pyridine-7-carboxamide C1(CC1)CN1C(=CC=2C1=NC(=CC2)N(S(=O)(=O)C)C(F)F)C=2N=C1N(C(=CC(=C1)C(=O)N)OC)C2C